C(C1CO1)OCCC[Si](OCC)(OCC)C 3-glycidyloxypropyl-methyldiethoxysilane